C(CCC)OC(C=1C=C(C=CC1)NC(=O)C1=CC(=NN1)C(F)(F)F)C1=CC=CC=C1 N-(3-(butoxy(phenyl)methyl)phenyl)-3-(trifluoromethyl)-1H-pyrazole-5-carboxamide